C(#N)C1=CC=C(C=C1)NC1=NC=C(C(=O)NOC)C(=C1)NC1=C(C=CC=C1)N(S(=O)(=O)C)C 6-((4-Cyanophenyl)amino)-N-methoxy-4-((2-(N-methylmethanesulfonamido)phenyl)amino)nicotinamide